2,2-dimethyl-hexene CC(C)(C=CCC)C